O(F)F.[Mn].[Li] Lithium Manganese Oxyfluoride